gold-cadmium telluride [Te-2].[Cd+2].[Au+3]